C(C)(=O)NCC(=O)NC(=O)C[C@H](O)[C@@H](O)[C@@H](O)C 2-acetamido-2,6-dideoxy-acetamido-L-glucose